3-(benzyloxy)-3-methyl-N-(6-methyl-5-((2-(1-methyl-1H-pyrazol-4-yl)pyridin-4-yl)oxy)pyridin-2-yl)-2-oxopyrrolidine-1-carboxamide C(C1=CC=CC=C1)OC1(C(N(CC1)C(=O)NC1=NC(=C(C=C1)OC1=CC(=NC=C1)C=1C=NN(C1)C)C)=O)C